COC(=O)C(C(=O)OC)CC1=CC=CC=C1 Methyl 2-methoxycarbonyl-3-phenylpropionate